N1C=NC(=C1)[C@@H](C)NC(=O)C1=CC2=CC=CC(=C2C=C1)OC1=CC=C(C=C1)C(F)(F)F (R)-N-(1-(1H-imidazol-4-yl)ethyl)-5-(4-(trifluoromethyl)phenoxy)-2-naphthamide